N1-methyl-N2-(3-methyl-1-(5,6,7,8-tetrahydroimidazo[1,2-a]pyridin-8-yl)-1H-pyrazol-4-yl)-5-(trifluoromethyl)pyrimidine-2,4-diamine CN1C(N=C(C(=C1)C(F)(F)F)N)NC=1C(=NN(C1)C1C=2N(CCC1)C=CN2)C